3-[4-[4-[2-(azetidin-3-yl)ethyl]piperazin-1-yl]phenyl]piperidine-2,6-dione N1CC(C1)CCN1CCN(CC1)C1=CC=C(C=C1)C1C(NC(CC1)=O)=O